(1r,3r)-3-(4-(4-(1-(pentan-3-yl)-1H-pyrazol-4-yl)pyrazolo[1,5-a]pyrazin-6-yl)-1H-pyrazol-1-yl)cyclobutanecarboxamide CCC(CC)N1C=C(C=N1)C2=NC(=CN3C2=CC=N3)C4=CN(N=C4)C5CC(C5)C(=O)N